methyl-3-(ethoxymethylene)-5-methyl-2,4-dioxohexanoate COC(C(C(C(C(C)C)=O)=COCC)=O)=O